5-((Dimethyl(oxo)-λ6-sulfaneylidene)amino)-1-((10-hydroxy-7-azaspiro[4.5]decan-10-yl)methyl)-4-phenylpyridin-2(1H)-one hydrochloride Cl.CS(=O)(C)=NC=1C(=CC(N(C1)CC1(CCNCC12CCCC2)O)=O)C2=CC=CC=C2